C1(=C(C(=CC(=C1)C)C)NC1=CC=CC=C1)C mesityl-aniline